2-{[(2S)-1,4-dioxan-2-yl]methyl}-8-methyl-N-{[(2S)-oxolan-2-yl]methyl}-4-(trifluoromethyl)-4,5-dihydro-2H-furo[2,3-g]indazole-7-carboxamide O1[C@H](COCC1)CN1N=C2C3=C(CC(C2=C1)C(F)(F)F)OC(=C3C)C(=O)NC[C@H]3OCCC3